1-hydroxy-2-phenoxyethylbenzene OC(COC1=CC=CC=C1)C1=CC=CC=C1